2-((4-Methylpiperazin-1-yl)sulphonyl)ethan-1-amine CN1CCN(CC1)S(=O)(=O)CCN